FC1(CC(C1)C(CC(=O)N[C@@H](COC(F)F)C1=CC(=CC=C1)OC(F)F)=O)F (R)-3-(3,3-difluorocyclobutyl)-N-(2-(difluoromethoxy)-1-(3-(difluoromethoxy)phenyl)ethyl)-3-oxopropanamide